N[C@H](CC1=C(C=2N=C(N=C(C2S1)NCC=1OC=CC1)C(=O)N)C)C 6-[(2S)-2-aminopropyl]-4-(2-furylmethyl-amino)-7-methyl-thieno[3,2-d]Pyrimidine-2-carboxamide